dimethyl 2,2'-((ethane-1,2-diylbis(5-carbamoyl-1H-benzo[d]imidazole-1,2-diyl)) bis(2,1-phenylene))diacetate C(CN1C(=NC2=C1C=CC(=C2)C(N)=O)C2=C(C=CC=C2)CC(=O)OC)N2C(=NC1=C2C=CC(=C1)C(N)=O)C1=C(C=CC=C1)CC(=O)OC